COC(=O)N1CC(C1)C1=NC(=NO1)C1=CC(=C(C(=C1)F)C)NC(=O)C=1C=NN2C1C=CC(=C2)Cl 3-(3-(3-(6-chloropyrazolo[1,5-a]pyridine-3-carboxamido)-5-fluoro-4-methylphenyl)-1,2,4-oxadiazol-5-yl)azetidine-1-carboxylic acid methyl ester